C(C)(C)(C)OC(=O)N1[C@@H](C[C@H](C1)O)C=1NC=C(N1)C(N(CC1=CC=C(C=C1)C1=C(N=CS1)C)C)=O (2S,4R)-4-hydroxy-2-[4-[methyl-[[4-(4-methyl-1,3-thiazol-5-yl)phenyl]methyl]carbamoyl]-1H-imidazol-2-yl]pyrrolidine-1-carboxylic acid tert-butyl ester